NC=1C(C2=CC(=C(C=C2C(C1)=O)CCCC)CCCC)=O 2-amino-6,7-dibutyl-1,4-naphthoquinone